P(=O)([O-])([O-])[O-].[Zr+4].[Fe+2].[Li+] lithium iron zirconium phosphate